2,5-bis(4'-amino-[1,1'-biphenyl]-4-yl)-3,4-bis(4-methoxyphenyl)cyclopenta-2,4-dienone NC1=CC=C(C=C1)C1=CC=C(C=C1)C=1C(C(=C(C1C1=CC=C(C=C1)OC)C1=CC=C(C=C1)OC)C1=CC=C(C=C1)C1=CC=C(C=C1)N)=O